NC[C@@]1(OC2=C([C@@H]1C)C(=C(C(=C2)F)Cl)C2=C(C(=O)N)C=CC(=C2F)OC[C@H](C)O)C2=CC=CC=C2 ((2S,3S,4S)-2-(aminomethyl)-5-chloro-6-fluoro-3-methyl-2-phenyl-2,3-dihydrobenzofuran-4-yl)-3-fluoro-4-((S)-2-hydroxypropoxy)benzamide